O1C2=C(OCC1)C=C(C=C2)C2=NC(=NC=C2F)NC2=NC=C(C=C2)CN2CCN(CC2)CC 4-(2,3-dihydrobenzo[b][1,4]dioxin-6-yl)-N-(5-((4-ethylpiperazin-1-yl)methyl)pyridin-2-yl)-5-fluoropyrimidin-2-amine